bicyclo[2.2.1]heptane-2,5-diyl diacrylate C(C=C)(=O)OC1C2CC(C(C1)C2)OC(C=C)=O